3-nitro-5-(trifluoromethyl)picolinic acid [N+](=O)([O-])C=1C(=NC=C(C1)C(F)(F)F)C(=O)O